C(C1=CC=CC=C1)OC1=NC(=CC=2C1=NN(C2)C2CCN(CC2)C(=O)OC(C)(C)C)C=2C=C(C=1N(N2)C=C(N1)C)C tert-butyl 4-[7-benzyloxy-5-(2,8-dimethylimidazo[1,2-b]pyridazin-6-yl) pyrazolo[3,4-c]pyridin-2-yl]piperidine-1-carboxylate